FC1=C(C(=CC=C1)F)S(=O)(=O)NC=1C(=NC=C(C1)C=1C=C2C(=NC=NC2=CC1)C=1CCN(CC1)C(\C=C\C(C)=O)=O)OC (E)-2,6-difluoro-N-(2-methoxy-5-(4-(1-(4-oxopent-2-enoyl)-1,2,3,6-tetrahydropyridin-4-yl)quinazolin-6-yl)pyridin-3-yl)benzenesulfonamide